Oxalic dichloride C(C(=O)Cl)(=O)Cl